ClC=1C=C(C(=NC1)CN1N=C2N(C[C@@H](CC2)C(F)(F)F)C1=O)F |r| (5RS,6RS)-2-[(5-Chloro-3-fluoropyridin-2-yl)methyl]-3-oxo-6-(trifluoromethyl)-2,3,5,6,7,8-hexahydro[1,2,4]triazolo[4,3-a]pyridin